(R)-11-fluoro-1,2-bis(2-fluorophenyl)-6-isopropyl-10-oxo-5,6-dihydro-10H-pyrazolo[1,5-a]pyrido[2,1-c]pyrazine-9-carboxylic acid FC=1C(C(=CN2C1C=1N(C[C@H]2C(C)C)N=C(C1C1=C(C=CC=C1)F)C1=C(C=CC=C1)F)C(=O)O)=O